3H-1,2-benzoxathiolene 2,2-dioxide O1S(CC2=C1C=CC=C2)(=O)=O